[C@H]1([C@H](O)[C@@H](O)[C@@H](O)[C@H](O1)CO)OC[C@@H]([C@@H]([C@@H](CCC)O)O)NC(CCCCCCCCCCCCCCCCCCCCCCCCCCCCC)=O (2S,3S,4R)-1-O-(α-D-galactosyl)-2-(N-triacontanoylamino)-1,3,4-heptanetriol